(2-((4-Bromo-3-chlorophenoxy)methyl)ethyl)trimethylsilane BrC1=C(C=C(OCCC[Si](C)(C)C)C=C1)Cl